ethylhexylsilyl acrylate C(C=C)(=O)O[SiH](CCCCCC)CC